C1=CC=C(C=2OC=3C(=CC=CC3C3(C12)OCC1=CC=CC=C13)S(=O)(=O)O)S(=O)(=O)O spiro[isobenzofuran-1,9'-xanthene]-4',5'-disulfonic acid